CC=1SC(=C(N1)OS(=O)(=O)C(F)(F)F)C(=O)OCC ethyl 2-methyl-4-(trifluoromethylsulfonyloxy)thiazole-5-carboxylate